P(=O)(OCCCl)(OCCCl)OCCCl tri(beta-chloroethyl) phosphate